(1S,9S)-9-ethyl-5-fluoro-9-hydroxy-1-(2-(hydroxymethyl)pyrrolidin-1-yl)-4-methyl-1,2,3,9,12,15-hexahydro-10H,13H-benzo[de]pyrano[3',4':6,7]indolizino[1,2-b]quinoline-10,13-dione C(C)[C@]1(C(OCC=2C(N3CC=4C(=NC=5C=C(C(=C6C5C4[C@H](CC6)N6C(CCC6)CO)C)F)C3=CC21)=O)=O)O